(2-bromoacetyl)-3-fluoro-N-methylbenzamide BrCC(=O)C1=C(C(=O)NC)C=CC=C1F